ClC1=CC=C(C=C1)C[C@H](N)C(=O)O β-[4-chlorophenyl]-alanine